O=C1N(C=2C(=NC=C(C2)OC2CCOCC2)N1)C1CCN(CC1)C(=O)OC(C)(C)C tert-butyl 4-(2-oxo-6-tetrahydropyran-4-yloxy-3H-imidazo[4,5-b]pyridin-1-yl)piperidine-1-carboxylate